C[C@H]1N([C@@H](CN(C1)C1=NC=C(C=N1)C(F)(F)F)C)C(=O)OC1CC2(CN(C2)C(=O)OC(C)(C)C)C1 tert-butyl 6-(((2r,6r)-2,6-dimethyl-4-(5-(trifluoromethyl) pyrimidin-2-yl) piperazine-1-carbonyl) oxy)-2-azaspiro[3.3]heptane-2-carboxylate